(1S,3S)-3-((2-(5-chloro-3-(((5-(cyclopropylmethyl)-1,2,4-oxadiazole-3-yl)amino)methyl)thiophen-2-yl)-4-methylpyrimidin-5-yl)oxy)cyclohexane-1-carboxylic acid ClC1=CC(=C(S1)C1=NC=C(C(=N1)C)O[C@@H]1C[C@H](CCC1)C(=O)O)CNC1=NOC(=N1)CC1CC1